FC=1C=C(C=C(C(=O)Cl)C1)C(F)(F)F C5-fluoro-3-(trifluoromethyl)benzoyl chloride